FC(C(=O)O)(F)F.NC1CCN(CC1)C(=O)C1CC1 (4-amino-1-piperidyl)-cyclopropyl-methanone trifluoroacetic acid salt